C(C1=CC=CC=C1)OCC/C=C/C1CN(C1)C(=O)OC(C)(C)C tert-butyl (E)-3-(4-(benzyloxy)but-1-en-1-yl)azetidine-1-carboxylate